N-[3-Fluoro-4-[[6-(2-morpholin-4-ylethoxy)-1,5-naphthyridin-4-yl]oxy]phenyl]-5-(4-fluorophenyl)-4-hydroxy-6-methylpyridine-3-carboxamide FC=1C=C(C=CC1OC1=CC=NC2=CC=C(N=C12)OCCN1CCOCC1)NC(=O)C=1C=NC(=C(C1O)C1=CC=C(C=C1)F)C